(4-(3-oxo-3-(phenylamino)propyl)-1-(pyridin-4-yl)-1H-imidazol-2-yl)-3-(1H-pyrazol-4-yl)benzamide O=C(CCC=1N=C(N(C1)C1=CC=NC=C1)C1=C(C(=O)N)C=CC=C1C=1C=NNC1)NC1=CC=CC=C1